1-(tert-butyl) 3-methyl 3-((4,4,5,5-tetramethyl-1,3,2-dioxaborolan-2-yl)methyl)piperidine-1,3-dicarboxylate CC1(OB(OC1(C)C)CC1(CN(CCC1)C(=O)OC(C)(C)C)C(=O)OC)C